4-(5-(Methanoyl)benzo[d]oxazol-2-yl)picolinic acid C(=O)C=1C=CC2=C(N=C(O2)C2=CC(=NC=C2)C(=O)O)C1